2,3-dimethoxyphenanthrene-9-carboxamide COC1=CC=2C=C(C3=CC=CC=C3C2C=C1OC)C(=O)N